2,4,6-Tris(dimethylaminomethyl)-phenol CN(C)CC1=C(C(=CC(=C1)CN(C)C)CN(C)C)O